COCCN(S(=O)(=O)C1=CC=C(C=C1)NC(NCC=1C=NC=CC1)=O)C 3-{4-[(2-methoxyethyl)(methyl)sulfamoyl]phenyl}-1-(pyridin-3-ylmethyl)urea